ClC1=CC=C(C(=N1)N)[S@](=O)C (R)-6-chloro-3-(methylsulfinyl)-pyridin-2-amine